NC1=CC(=C2C(N(CCCCC[C@@](C3=NN=C(C1=N2)O3)(C(F)(F)F)O)C3CCC(CC3)C(F)(F)F)=O)C(F)(F)F (6R)-17-amino-6-hydroxy-12-[(1r,4r)-4-(trifluoromethyl)cyclohexyl]-6,15-bis(trifluoromethyl)-19-oxa-3,4,12,18-tetraazatricyclo[12.3.1.12,5]nonadeca-1(18),2,4,14,16-pentaen-13-one